tert-butyl N-[(1S)-2-[(E)-[dimethylamino(methylsulfanyl)methylene]amino]-1-methyl-2-oxo-ethyl]carbamate CN(C)/C(/SC)=N\C([C@H](C)NC(OC(C)(C)C)=O)=O